C1N(CC12OCCCN2)C(=O)OC(C)(C)C tert-butyl 5-oxa-2,9-diazaspiro[3.5]nonane-2-carboxylate